3-(((Z)-octadeca-9-en-1-yl)(3-oleamidopropyl)amino)propionic acid-2-hydroxyethyl ester OCCOC(CCN(CCCNC(CCCCCCC\C=C/CCCCCCCC)=O)CCCCCCCC\C=C/CCCCCCCC)=O